C(C)(C)(C)CS(=O)(=O)N(C(O)=O)CC(COC1=CC=C(C=C1)C1=CC(=C(C(=C1)Cl)OCCCCl)Cl)=O.NCCCCNCC(=O)O N-(4-aminobutyl)glycine tert-butyl-(3-((3',5'-dichloro-4'-(3-chloropropoxy)-[1,1'-biphenyl]-4-yl)oxy)-2-oxopropyl)(methylsulfonyl)carbamate